FC(C1=CC=C(CN2CCNCC2)C=C1)(F)F 1-(4-trifluoromethyl-benzyl)piperazine